(S)-N-(3,4-difluorobenzyl)-5-(2-(4-fluorophenethyl)-3-(4-methyloxazol-5-yl)-5,5-dioxido-7,8,9,9a-tetrahydropyrrolo[1',2':2,3]isothiazolo[4,5-b]pyridin-4-yl)thiophene-2-carboxamide FC=1C=C(CNC(=O)C=2SC(=CC2)C2=C3C(=NC(=C2C2=C(N=CO2)C)CCC2=CC=C(C=C2)F)[C@H]2N(S3(=O)=O)CCC2)C=CC1F